N-ethyl-3,6-dihydro-2H-pyridine-1-carboxamide C(C)NC(=O)N1CCC=CC1